1-(6,7-dihydro-5H-benzo[6,7]cyclohepta[1,2-c]pyridazin-3-yl)-N3-(4-((4-cyclopentylpiperazinyl)methyl)phenyl)-1H-1,2,4-triazole-3,5-diamine N1=NC(=CC2=C1C1=C(CCC2)C=CC=C1)N1N=C(N=C1N)NC1=CC=C(C=C1)CN1CCN(CC1)C1CCCC1